ClC=1C=C(C=CC1)C1=NC(=NC(=N1)C1=CC=CC=2C(C3=CC=CC=C3C12)(C1=CC=CC=C1)C1=CC=CC=C1)C1=CC=CC=C1 2-(3-chlorophenyl)-4-(9,9-diphenyl-9H-fluoren-4-yl)-6-phenyl-1,3,5-triazine